(diphenyl-d10){[(biphenylyl)dibenzothiophenyl]phenyl}triazine C1(C(C(C(C(C1[2H])([2H])[2H])([2H])[2H])([2H])[2H])([2H])[2H])([2H])C1=C(C(=NN=N1)C1=C(C=CC=C1)C1=C(C=CC=2SC3=C(C21)C=CC=C3)C3=C(C=CC=C3)C3=CC=CC=C3)C3(C(C(C(C(C3[2H])([2H])[2H])([2H])[2H])([2H])[2H])([2H])[2H])[2H]